ammonium benzoate C(C1=CC=CC=C1)(=O)[O-].[NH4+]